BrC1=CC=C(CC2CC(NC2)C(=O)[O-])C=C1 4-(4-bromobenzyl)pyrrolidine-2-carboxylate